COC(C1=C(C=C(C(=C1)[N+](=O)[O-])NC)OC)=O 2-methoxy-4-(methylamino)-5-nitrobenzoic acid methyl ester